C(C)NC(=O)NC1=NC=NC(=C1)CC1CCN(CC1)C=1C(=NC(=CC1)C=1NC=CN1)F 1-ethyl-3-(6-((1-(2-fluoro-6-(1H-imidazol-2-yl)pyridin-3-yl)piperidin-4-yl)methyl)pyrimidin-4-yl)urea